C1CCC12CCN(CC2)CC(=O)NC=2C=C(C(=NC2)C)NC(=O)C2=NN=C1N2C=CC(=C1)OC1COC1 N-(5-(2-(7-azaspiro[3.5]nonan-7-yl)acetamido)-2-methylpyridin-3-yl)-7-(oxetan-3-yloxy)-[1,2,4]triazolo[4,3-a]pyridine-3-carboxamide